C(=O)O.CC(CC(=O)N1C(CC(C1)O)C(=O)N[C@@H](C)C1=CC=C(C=C1)C1=C(N=CS1)C)(C)C 3,3-dimethylbutyryl-4-hydroxy-N-((S)-1-(4-(4-methylthiazol-5-yl)phenyl)ethyl)pyrrolidine-2-carboxamide monoformate